ClC1=CC(=C(C2=C1N(N=N2)C)C)[C@H](CC(=O)O)C=2C=C1CCCC1=C(C2)CN2C[C@H](OC1=C([C@@H]2C)N=CC=C1)CC (3R)-3-(7-chloro-1,4-dimethyl-1H-benzotriazol-5-yl)-3-(7-{[(2R,5S)-2-ethyl-5-methyl-2,3-dihydropyrido[2,3-f][1,4]oxazepin-4(5H)-yl]methyl}-2,3-dihydro-1H-inden-5-yl)propanoic acid